3-Bromobenzyl (S)-3-cyclopropyl-2-(2-((S)-5-oxo-1-(2,3,5-trifluorobenzyl)pyrrolidin-2-yl)acetamido)propanoate C1(CC1)C[C@@H](C(=O)OCC1=CC(=CC=C1)Br)NC(C[C@H]1N(C(CC1)=O)CC1=C(C(=CC(=C1)F)F)F)=O